C(C)(=O)N1CCC(CC1)COC1=CC(=C2C(NC(=NC2=C1)CCC1CCN(CC1)CC(=O)OC(C)(C)C)=O)F tert-butyl 2-(4-(2-(7-((1-acetylpiperidin-4-yl)methoxy)-5-fluoro-4-oxo-3,4-dihydroquinazolin-2-yl)ethyl)piperidin-1-yl)acetate